ethyl 2-[(2-methoxyphenyl)amino]-4-(phenylamino)pyrimidine-5-carboxylate COC1=C(C=CC=C1)NC1=NC=C(C(=N1)NC1=CC=CC=C1)C(=O)OCC